ClC1=C(C=C(C=C1)C1=CN(C(C=C1)=O)C(C)C)C[C@@H](C(=O)NC1=CC=C(C=C1)C=1C(=NNC1C)C)NC(=O)C1(CC1)F N-[(1S)-1-[[2-chloro-5-(1-isopropyl-6-oxo-3-pyridyl)phenyl]methyl]-2-[4-(3,5-dimethyl-1H-pyrazol-4-yl)anilino]-2-oxo-ethyl]-1-fluoro-cyclopropanecarboxamide